IC=1C(=NN(C1C)C)C(=O)OCC ethyl 4-iodo-1,5-dimethyl-pyrazole-3-carboxylate